CCCCCCCCC(CCCCCCCC)OC(CCCCCCCN(CCNC(=O)CC(=O)NCCN(CCCCCCCC(=O)OC(CCCCCCCC)CCCCCCCC)CCCCCCCC(=O)OCCCCCCCCC)CCCCCCCC(=O)OCCCCCCCCC)=O heptadecan-9-yl 8-[(2-{2-[(2-{[8-(heptadecan-9-yloxy)-8-oxooctyl][8-(nonyloxy)-8-oxooctyl]amino}ethyl)carbamoyl]acetamido}ethyl)-[8-(nonyl-oxy)-8-oxo-octyl]amino]-octanoate